C1(=CC=CC=C1)C=1C=CC2=C(CCC3C(N(N=C23)OCCC(=O)O)C=2C=C3N=CC=NC3=CC2)C1 4-Oxa-4-(7-phenyl-3-(quinoxalin-6-yl)-3,3a,4,5-tetrahydro-2H-benzo[g]indazol-2-yl)butanoic acid